(E)-N'-(1-(2-fluorophenyl)ethylidene)-4-methylbenzenesulfonohydrazide FC1=C(C=CC=C1)\C(\C)=N\NS(=O)(=O)C1=CC=C(C=C1)C